CN1N=CC(=C1)OCC1CN(C1)C(=O)OC(C)(C)C tert-butyl 3-(((1-methyl-1H-pyrazol-4-yl)oxy)methyl)azetidine-1-carboxylate